2-(4-(3-chloro-4-(2-chloro-3-(6-methoxy-5-((6-(2-methoxyacetyl)-2,6-diazaspiro[3.3]heptan-2-yl)methyl)pyridin-2-yl)phenyl)pyridin-2-yl)-2-methoxybenzyl)-2,6-diazaspiro[3.4]octan-7-one ClC=1C(=NC=CC1C1=C(C(=CC=C1)C1=NC(=C(C=C1)CN1CC2(C1)CN(C2)C(COC)=O)OC)Cl)C2=CC(=C(CN1CC3(C1)CNC(C3)=O)C=C2)OC